(1S,3S)-3-[8-(methoxycarbonyl)-3-[(2S)-1-phenylpropan-2-yl]-3H,6H,7H,8H,9H-imidazo[4,5-h]isoquinolin-2-yl]cyclohexane-1-carboxylic acid COC(=O)N1CC=2C3=C(C=CC2CC1)N(C(=N3)[C@@H]3C[C@H](CCC3)C(=O)O)[C@H](CC3=CC=CC=C3)C